2-(6-Chloro-benzothiazol-2-ylamino)-1-methyl-1H-benzoimidazole-5-carboxylic acid [(1-methyl-piperidin-4-ylcarbamoyl)-methyl]-amide CN1CCC(CC1)NC(=O)CNC(=O)C1=CC2=C(N(C(=N2)NC=2SC3=C(N2)C=CC(=C3)Cl)C)C=C1